C(C)O[Si](C(CN=C=O)C)(OCC)OCC 2-(triethoxysilyl)propyl isocyanate